1-[3-({6-cyclopentyl-10-methoxy-1H,2H,3H,4H,5H-azepino[3,2-c]quinolin-9-yl}oxy)propyl]pyrrolidine trifluoroacetate FC(C(=O)O)(F)F.C1(CCCC1)C1=NC=2C=C(C(=CC2C2=C1CCCCN2)OC)OCCCN2CCCC2